3-((2-(3,6-diazabicyclo[3.1.1]heptan-3-yl)-7-(thiazol-2-yl)benzo[d]oxazol-4-yl)oxy)-3,3-difluoropropane-1,2-diol C12CN(CC(N1)C2)C=2OC1=C(N2)C(=CC=C1C=1SC=CN1)OC(C(CO)O)(F)F